BrC1=C2C3(CNC(C2=CC(=C1)CCl)=O)CC3 5'-bromo-7'-(chloromethyl)-2',3'-dihydro-1'H-spiro[cyclopropane-1,4'-isoquinoline]-1'-one